C(C)OC(C1=C(C(=CC(=C1)C(=O)C1CCOCC1)F)C(C1=CC=C(C=C1)Cl)=O)=O 2-(4-chlorobenzoyl)-3-fluoro-5-(tetrahydro-2H-pyran-4-carbonyl)benzoic acid ethyl ester